(2S,6R)-tert-butyl 4-(11-(4-fluorophenyl)-3-(hydroxymethyl)-6-oxo-10-(trifluoromethyl)-2,3,4,6-tetrahydro-[1,4]thiazepino[2,3,4-ij]quinazolin-8-yl)-2,6-dimethylpiperazine-1-carboxylate FC1=CC=C(C=C1)C1=C(C=C2C(=NC(N3C2=C1SCC(C3)CO)=O)N3C[C@@H](N([C@@H](C3)C)C(=O)OC(C)(C)C)C)C(F)(F)F